2-chloro-1-(2-oxo-2-(m-tolyl)ethyl)pyridine ClC1N(C=CC=C1)CC(C=1C=C(C=CC1)C)=O